N-isopentylethane-1,2-diamine C(CC(C)C)NCCN